(S)-4-((2-(3,5-difluorophenoxy)ethyl)(4-(5,6,7,8-tetrahydro-1,8-naphthyridin-2-yl)butyl)amino)-2-((1-methyl-1H-pyrazolo[4,3-d]pyrimidin-7-yl)amino)butanoic acid FC=1C=C(OCCN(CC[C@@H](C(=O)O)NC=2C3=C(N=CN2)C=NN3C)CCCCC3=NC=2NCCCC2C=C3)C=C(C1)F